O=C(CCCCCC(=O)O)OC(CC)CCCCCCCC 7-oxo-7-(undec-3-yloxy)heptanoic acid